COC1=CC(=NC=C1C1=CC(=NS1)C)[Sn](C)(C)C 4-methoxy-5-(3-methyl-1,2-thiazol-5-yl)-2-(trimethylstannyl)pyridine